3-fluoro-2-hydroxy-5-(4-(2-(pyrrolidin-1-yl)pyridin-4-yl)piperidine-1-carbonyl)benzaldehyde FC=1C(=C(C=O)C=C(C1)C(=O)N1CCC(CC1)C1=CC(=NC=C1)N1CCCC1)O